FCC1(CC1)CN1N=CC(=C1)C1=NC=CC(=N1)NC=1N=CC2=C(C=CC(=C2C1)C(C)C)N1[C@@H]([C@H](C1)CS(=O)(=O)C)C N-(2-(1-((1-(fluoromethyl)cyclopropyl)methyl)-1H-pyrazol-4-yl)pyrimidin-4-yl)-5-isopropyl-8-((2R,3S)-2-Methyl-3-((methylsulfonyl)methyl)azetidin-1-yl)isoquinolin-3-amine